2-chloro-4-(2-((5-fluoropyridin-2-yl)methyl)-2H-tetrazol-5-yl)-N-(2-hydroxyethyl)benzenesulfonamide ClC1=C(C=CC(=C1)C=1N=NN(N1)CC1=NC=C(C=C1)F)S(=O)(=O)NCCO